5-(3-bromopropoxy)-2-(2,6-dioxopiperidin-3-yl)isoindoline-1,3-dione BrCCCOC=1C=C2C(N(C(C2=CC1)=O)C1C(NC(CC1)=O)=O)=O